(S)-2-((tert-Butoxycarbonyl)amino)-6-methylhept-4-enoic acid methyl ester COC([C@H](CC=CC(C)C)NC(=O)OC(C)(C)C)=O